CC1=CC=C(CN2N=C3N([C@H](CCC3)C(=O)N3CCCC3)C2=O)C=C1 |r| (5RS)-2-(4-Methylbenzyl)-5-(pyrrolidin-1-ylcarbonyl)-5,6,7,8-tetrahydro[1,2,4]triazolo[4,3-a]pyridine-3(2H)-on